4,6-dihydroxyl-5-nitropyrimidine OC1=NC=NC(=C1[N+](=O)[O-])O